10-dodecenealdehyde C(CCCCCCCCC=CC)=O